FC1=CC(=C(OCC(C)(O)C)C=C1)C1CCN(CC1)[C@@H]1COC2(CN(C2)C=2OC=CN2)C1 (S)-1-(4-fluoro-2-(1-(2-(oxazol-2-yl)-5-oxa-2-azaspiro[3.4]octan-7-yl)piperidin-4-yl)phenoxy)-2-methylpropan-2-ol